CC1([C@H]2CN[C@@H]([C@@H]12)C(=O)O)C (1R,2S,5S)-6,6-dimethyl-3-azabicyclo[3.1.0]hexane-2-formic acid